C(C)P(C1=C(SC(=C1P(CC)CC)CCCC)CCCC)CC 3,4-bis(diethylphosphino)-2,5-di-n-butylthiophene